4-{[3-benzyl-5-(2-cyclobutanecarboxamidobenzo[d]thiazol-6-yl)-1H-pyrazol-1-yl]methyl}-N-hydroxybenzoamide C(C1=CC=CC=C1)C1=NN(C(=C1)C1=CC2=C(N=C(S2)NC(=O)C2CCC2)C=C1)CC1=CC=C(C(=O)NO)C=C1